2-(heptan-4-yloxy)imidazo[2,1-f][1,2,4]triazine-4-amine CCCC(CCC)OC1=NN2C(C(=N1)N)=NC=C2